4-(4-morpholinylphenyl)-N6-(pyridin-3-ylmethyl)-1,3,5-triazine-2,4,6-triamine N1(CCOCC1)C1=CC=C(C=C1)C1(NC(=NC(=N1)NCC=1C=NC=CC1)N)N